2-{[4-(1H-indazol-3-yl)-1-oxo-2,3-dihydro-1H-isoindol-2-yl]methyl}prop-2-enenitrile N1N=C(C2=CC=CC=C12)C1=C2CN(C(C2=CC=C1)=O)CC(C#N)=C